C1CCC2=C(C=3CCCC3C=C12)NC(=O)[N-]S(=O)(=O)C=1C=NN2C1OC[C@H](C2)N2CC(C2)OC.[Na+] sodium (S)-((1,2,3,5,6,7-hexahydro-s-indacen-4-yl)carbamoyl)((6-(3-methoxyazetidin-1-yl)-6,7-dihydro-5H-pyrazolo[5,1-b][1,3]oxazin-3-yl)sulfonyl)amide